(3-(cyclopropylmethoxy)phenyl)methylamine C1(CC1)COC=1C=C(C=CC1)CN